1-((7-((S)-4,4-Difluoro-3-phenylbutanoyl)-10-hydroxy-7-azaspiro[4.5]decan-10-yl)methyl)-N,N-dimethyl-6-oxo-4-phenyl-1,6-dihydropyridin-3-carboxamid FC([C@@H](CC(=O)N1CC2(CCCC2)C(CC1)(O)CN1C=C(C(=CC1=O)C1=CC=CC=C1)C(=O)N(C)C)C1=CC=CC=C1)F